[Cl-].C[Si](=[Zr+](C1C=CC2=CC=CC=C12)C1C=CC2=CC=CC=C12)C dimethylsilylenebis(indenyl)zirconium chloride